O-(5,9,13,17-tetramethyloctadec-4-enoyl)3-methyl-1,3-butanediol CC(=CCCC(=O)OCCC(C)(O)C)CCCC(CCCC(CCCC(C)C)C)C